C(#N)C=1C=C2C=3C(CC(CC3N(C2=CC1)NC(C)=O)(C)C)=O N-(6-cyano-2,2-dimethyl-4-oxo-1,2,3,4-tetrahydro-9H-carbazol-9-yl)acetamide